7-(3-chloroisoquinolin-4-yl)-2-(2-chlorophenyl)-5,7-diazaspiro[3.4]octane-6,8-dione ClC=1N=CC2=CC=CC=C2C1N1C(NC2(CC(C2)C2=C(C=CC=C2)Cl)C1=O)=O